4-(2-(2-Oxoethoxy)ethoxy)piperidine-1-carboxylic acid tert-butyl ester C(C)(C)(C)OC(=O)N1CCC(CC1)OCCOCC=O